C1=CC=C(C=2OC3=C(C21)C=CC=C3)N(C3=CC=C2C=CC=1C(=CC=C4C=CC3=C2C14)N(C1=CC=CC=C1)C1=CC=CC4=C1OC1=C4C=CC=C1)C1=CC=CC=C1 N,N'-di(dibenzofuran-4-yl)-N,N'-diphenyl-pyrene-1,6-diamine